CN(S(=O)(=O)C1=CC(N(C=C1)C)=O)C(C(F)(F)F)C1=CC=C(C=C1)F N-methyl-1-methyl-2-oxo-N-(2,2,2-trifluoro-1-(4-fluorophenyl)ethyl)-1,2-dihydropyridine-4-sulfonamide